FC=1C=C(CN(C(OC(C)(C)C)=O)C)C=C(C1C=1N=CC2=C(N1)C(=NN2COCC[Si](C)(C)C)I)C(F)(F)F tert-butyl (3-fluoro-4-(3-iodo-1-((2-(trimethylsilyl)ethoxy)methyl)-1H-pyrazolo[4,3-d]pyrimidin-5-yl)-5-(trifluoromethyl)benzyl)(methyl)carbamate